N-(3-chloro-2-methylphenyl)-2-(4-methylpiperazin-1-yl)-6-({[2-(trifluoromethyl)phenyl]carbonyl}amino)-1H-benzimidazole-4-Carboxamide ClC=1C(=C(C=CC1)NC(=O)C1=CC(=CC=2NC(=NC21)N2CCN(CC2)C)NC(=O)C2=C(C=CC=C2)C(F)(F)F)C